C(#N)C1=NN2C(CN(CC2)C(=O)OC(C)(C)C)=C1 tert-butyl 2-cyano-6,7-dihydro-4H-pyrazolo[1,5-a]pyrazine-5-carboxylate